[Cl-].[Cl-].[Cl-].[Cl-].[Zr+4] zirconium tetrachloride